3-benzoyl-2,4,6-trimethylbenzoyl-diphenyl-phosphine oxide C(C1=CC=CC=C1)(=O)C=1C(=C(C(=O)P(C2=CC=CC=C2)(C2=CC=CC=C2)=O)C(=CC1C)C)C